FC(O[C@@H]1C[C@H](N(C1)C(CNC(=O)C=1C=CC=2SC3=CC=CC=C3OC2C1)=O)C(=O)NCC=1C=C2CCN(CC2=CC1)C(=O)OC(C)(C)C)F tert-butyl 6-(((2S,4R)-4-(difluoromethoxy)-1-((phenoxathiine-3-carbonyl)glycyl)pyrrolidine-2-carboxamido)methyl)-3,4-dihydroisoquinoline-2(1H)-carboxylate